ClC=1C=NN(C(C1Cl)=O)CC(=O)NC1=CC(=C(C=C1)C)S(=O)(=O)N1CCN(CCC1)C 2-(4,5-dichloro-6-oxopyridazin-1(6H)-yl)-N-(4-methyl-3-((4-methyl-1,4-diazepan-1-yl)sulfonyl)phenyl)acetamide